C(C)(C)(C)OC(=O)NCCCCN1C(=NC=2C1=C1C(=[N+](C2)[O-])C=CS1)CCCC 1-(4-((tert-butoxycarbonyl)amino)butyl)-2-butyl-1H-imidazo[4,5-d]thieno[3,2-b]pyridine-5-oxide